OCCCCCOC(C(CCCCCCCC)CCCCCC)=O.C(C)OC1=C(C=C(C=C1)C1=C(C=2CC3=CC=CC=C3C2C=C1)C1=CC(=C(C=C1)OCC)C(C)C)C(C)C bis(4-ethoxy-3-isopropylphenyl)fluorene 5-Hydroxypentyl-2-hexyldecanoate